N-(3-(4-aminophenyl)-1-methyl-1H-pyrazol-5-yl)benzamide NC1=CC=C(C=C1)C1=NN(C(=C1)NC(C1=CC=CC=C1)=O)C